hectan CCCCCCCCCCCCCCCCCCCCCCCCCCCCCCCCCCCCCCCCCCCCCCCCCCCCCCCCCCCCCCCCCCCCCCCCCCCCCCCCCCCCCCCCCCCCCCCCCCCC